C(C)C(=C(C(=O)O)CC(=O)O)CC.C=C(C(=O)OCC)CC(=O)OCC diethyl 2-methylene-succinate (diethyl itaconate)